FC=1C=C2C[C@]3(C(=NC2=CC1C)N(C(C3)=O)C=3C(=C(C#N)C=CC3)C)O (S)-(6-Fluoro-3a-hydroxy-7-methyloxo-2,3,3a,4-tetrahydro-1H-pyrrolo[2,3-b]quinolin-1-yl)-2-methylbenzonitrile